C(C(CS(=O)(=O)O)O)O The molecule is an alkanesulfonic acid obtained by the formal substitution of one of the methyl hydrogens of propane-1,2-diol by a sulfonic acid group. It has a role as a metabolite. It is an alkanesulfonic acid and a member of propane-1,2-diols. It is a conjugate acid of a 3-sulfopropanediol(1-).